methyl 2-[3-(1,3-benzothiazol-2-ylamino)-4-methyl-6,7-dihydro-5H-pyrido[2,3-c]pyridazin-8-yl]-5-[3-[2-fluoro-4-(3-morpholinopropyl)phenoxy]propyl]thiazole-4-carboxylate S1C(=NC2=C1C=CC=C2)NC2=C(C1=C(N=N2)N(CCC1)C=1SC(=C(N1)C(=O)OC)CCCOC1=C(C=C(C=C1)CCCN1CCOCC1)F)C